2-((1H-1,2,4-triazol-3-yl)methyl)-6-((1H-indazol-4-yl)methyl)-4-methyl-4H-thiazolo[5',4':4,5]pyrrolo[2,3-d]pyridazin-5(6H)-one N1N=C(N=C1)CC=1SC2=C(N(C=3C(N(N=CC32)CC3=C2C=NNC2=CC=C3)=O)C)N1